ClC=1N=C(C2=C(N1)N(CC2)C2=CC=CC=C2)Cl 2,4-dichloro-7-phenyl-6,7-dihydro-5H-pyrrolo[2,3-d]pyrimidine